C1(CC1)C(=O)NNC(=O)C=1C=C(OC2=CC(=C(C=C2)NC(OC(C)(C)C)=O)F)C=CC1 tert-Butyl [4-(3-{[2-(cyclopropylcarbonyl)hydrazinyl]carbonyl}phenoxy)-2-fluorophenyl]carbamate